FC1([C@@H](CN(C1)C)NC1=NN2C(C(=N1)OC([2H])([2H])[2H])=C(C=C2)C=2C=CC1=C(N(N=N1)CC(F)(F)F)C2)F (R)-N-(4,4-difluoro-1-methylpyrrolidin-3-yl)-4-(methoxy-d3)-5-(1-(2,2,2-trifluoroethyl)-1H-benzo[d][1,2,3]triazol-6-yl)pyrrolo[2,1-f][1,2,4]triazin-2-amine